[C@@H]1([C@H](O)[C@H](O)[C@@H](O)[C@@H](O1)C)O[C@H]1[C@@H]([C@H]([C@@H](O[C@@H]1CO)O[C@@H]1CC2=CC[C@H]3[C@@H]4C[C@@H]5O[C@](CC[C@@H](C)CO[C@H]6[C@H](O)[C@@H](O)[C@H](O)[C@H](O6)CO)([C@H]([C@@H]5[C@]4(CC[C@@H]3[C@]2(CC1)C)C)C)O)O)O (22R,25R)-3beta-(4-O-alpha-L-Rhamnopyranosyl-beta-D-glucopyranosyloxy)-26-(beta-D-glucopyranosyloxy)furosta-5-ene-22-ol